2-[3-(dimethylamino)phenyl]-7-(piperazin-1-yl)-4H-pyrido[1,2-a]pyrimidin-4-one CN(C=1C=C(C=CC1)C=1N=C2N(C(C1)=O)C=C(C=C2)N2CCNCC2)C